1-(3-(6-(benzyloxy)-7-fluoro-2,3-dihydro-1H-pyrido[2,3-b][1,4]oxazin-1-yl)-1-(tetrahydro-2H-pyran-4-yl)-1,4,6,7-tetrahydro-5H-pyrazolo[4,3-c]pyridin-5-yl)ethan-1-one C(C1=CC=CC=C1)OC=1C(=CC2=C(OCCN2C2=NN(C3=C2CN(CC3)C(C)=O)C3CCOCC3)N1)F